ClC1=C(C(=O)OC)C=CC(=C1)C1=NC=C(C=C1)S(NC=1C(=CC=C2C=NN(C12)C)CC)(=O)=O methyl 2-chloro-4-(5-(N-(6-ethyl-1-methyl-1H-indazol-7-yl)sulfamoyl) pyridin-2-yl)benzoate